C(C1CO1)OC=1C=C2C=CC(=CC2=CC1)C1(C2=CC=CC=C2C=2C=CC=CC12)C1=CC2=CC=C(C=C2C=C1)OCC1CO1 9,9-bis(6-glycidyloxynaphthalen-2-yl)-9H-fluorene